2-(piperazin-2-yl)acetonitrile hydrochloride Cl.N1C(CNCC1)CC#N